methyl 2,3-dihydrobenzo[b][1,4]dioxine-6-carboxylate O1C2=C(OCC1)C=C(C=C2)C(=O)OC